2-[3-(4-chloro-3-fluorophenyl)-1-ethyl-1H-1,2,4-triazol-5-yl]-N-(pyrazin-2-yl)acetamide ClC1=C(C=C(C=C1)C1=NN(C(=N1)CC(=O)NC1=NC=CN=C1)CC)F